7-(2-{2-[2-({2-methyl-8-[4-(trifluoromethyl)phenyl]-2H,8H-pyrazolo[3,4-b]indol-5-yl}formamido)ethoxy]ethoxy}ethoxy)-heptanoic acid CN1N=C2N(C3=CC=C(C=C3C2=C1)C(=O)NCCOCCOCCOCCCCCCC(=O)O)C1=CC=C(C=C1)C(F)(F)F